COC(=O)C1=CC=2C(=NC(=CC2)Cl)N1C.C1(CCCCC1)OCCCCN1C=[N+](C=C1)CCCCOC1CCCCC1 1,3-bis(4-cyclohexyloxybutyl)imidazolium methyl-6-chloro-1-methylpyrrolo[2,3-b]pyridine-2-carboxylate